CC1(CC1)OC=1C=C2C(=NN(C2=CC1)COCC[Si](C)(C)C)C1=CC(=NC=N1)N1CCC(CC1)O[C@H]1CN(CC1)C(=O)OC(C)(C)C tert-butyl (3R)-3-[[1-[6-[5-(1-methylcyclopropoxy)-1-(2-trimethylsilylethoxymethyl)indazol-3-yl]pyrimidin-4-yl]-4-piperidyl]oxy]pyrrolidine-1-carboxylate